NC1=NC=2C=CC=CC2C2=C1N=CN2[C@@H](CCCNC(CCCCCCCCCCCCCCCCC)=O)COCC N-[(4S)-4-(4-aminoimidazo[4,5-c]quinolin-1-yl)-5-ethoxy-pentyl]octadecanamide